4-((4-(((3s,4r)-3-hydroxytetrahydro-2H-pyran-4-yl)oxy)-5-(trifluoromethyl)pyrimidin-2-yl)amino)-N-(methyl-d3)benzenesulfonamide 1-methylbutyl-carbamate CC(CCC)NC(O)=O.O[C@H]1COCC[C@H]1OC1=NC(=NC=C1C(F)(F)F)NC1=CC=C(C=C1)S(=O)(=O)NC([2H])([2H])[2H]